(Z)-1-(4-amino-2-fluoro-but-2-en-1-yl)-4-(3-(N,N-dimethylsulfamoyl)-4-methoxyphenyl)-1H-benzo[d]imidazole-6-carboxylic acid methyl ester hydrochloride Cl.COC(=O)C=1C=C(C2=C(N(C=N2)C/C(=C/CN)/F)C1)C1=CC(=C(C=C1)OC)S(N(C)C)(=O)=O